C(C)(C)C1=C(C(=CC=C1)C(C)C)N1CN(C(C1)=O)C1=C(C=CC=C1C(C)C)C(C)C 1,3-bis(2,6-diisopropylphenyl)imidazolinone